5,5-diethoxy-1-pentene C(C)OC(CCC=C)OCC